4-[5-{[(6R)-5-oxo-1,4-diazepan-6-yl]amino}-7-(trifluoromethyl)[1,2,4]triazolo[1,5-c]quinazolin-2-yl]benzonitrile O=C1NCCNC[C@H]1NC1=NC=2C(=CC=CC2C=2N1N=C(N2)C2=CC=C(C#N)C=C2)C(F)(F)F